2-[3-(1-methyl-6-{[(3-methylphenyl)methyl]oxy}-3-(trifluoromethyl)pyrazolo[3,4-b]pyridin-5-yl)-1,2,4-oxadiazepin-5-yl]phenol CN1N=C(C=2C1=NC(=C(C2)C2=NOC=CC(=N2)C2=C(C=CC=C2)O)OCC2=CC(=CC=C2)C)C(F)(F)F